OCC=1C=C(C#N)C(=CN1)OCC1CCN(CC1)S(=O)(=O)C 2-(hydroxymethyl)-5-((1-(methylsulfonyl)piperidin-4-yl)methoxy)isonicotinonitrile